(S)-8-(2-amino-6-((R)-1-(3'-carboxy-5-chloro-[1,1'-biphenyl]-2-yl)-2,2,2-trifluoroethoxy)pyrimidin-4-yl)-2,8-diazaspiro[4.5]decane-3-carboxylic acid NC1=NC(=CC(=N1)N1CCC2(C[C@H](NC2)C(=O)O)CC1)O[C@@H](C(F)(F)F)C1=C(C=C(C=C1)Cl)C1=CC(=CC=C1)C(=O)O